4-(6-(8-(5-fluoro-2-hydroxybenzyl)-3,8-diazabicyclo[3.2.1]oct-3-yl)pyridin-3-yl)-2-(1-methyl-1H-pyrazol-4-yl)-1H-pyrrole FC=1C=CC(=C(CN2C3CN(CC2CC3)C3=CC=C(C=N3)C=3C=C(NC3)C=3C=NN(C3)C)C1)O